ClC=1C=C(C=C(C1OC=1C=C2C(=CC(=NC2=CC1)C1=CC=CC=C1)C)Cl)N1N=C(C(NC1=O)=O)C#N 2-(3,5-dichloro-4-((2-phenyl-4-methylquinolin-6-yl)oxy)phenyl)-3,5-dioxo-2,3,4,5-tetrahydro-1,2,4-triazine-6-carbonitrile